5-methoxy-3-(1-((4-(3-(4-methylpiperazin-1-yl)propoxy)phenyl)sulfonyl)piperidin-4-yl)-1H-indole COC=1C=C2C(=CNC2=CC1)C1CCN(CC1)S(=O)(=O)C1=CC=C(C=C1)OCCCN1CCN(CC1)C